5-(2-amino-[1,2,4]triazolo[1,5-a]pyridin-7-yl)-N-(2-cyclopropoxy-3,5-difluorobenzyl)-2-methylnicotinamide NC1=NN2C(C=C(C=C2)C=2C=NC(=C(C(=O)NCC3=C(C(=CC(=C3)F)F)OC3CC3)C2)C)=N1